NC(C(=O)O)(CCCCB(O)O)CCCN1CCC(CC1)N(CC)CC1=CC(=C(C=C1)Cl)Cl 2-amino-6-borono-2-(3-(4-((3,4-dichlorobenzyl)(ethyl)amino)piperidin-1-yl)propyl)hexanoic acid